C(C)N1C(N(C(C=C1)=O)CC=1SC=CC1)=O 2-((3-ethyl-2,6-dioxo-3,6-dihydropyrimidin-1(2H)-yl)methyl)thiophene